FC1=C(C(=C(C(=C1[B-](C1=C(C(=C(C(=C1F)F)F)F)F)(C1=C(C(=C(C(=C1F)F)F)F)F)C1=C(C(=C(C(=C1F)F)F)F)F)F)F)F)F.[SH3+].BrC=1C=NN2C1C=1CCCN(C1C=C2)C(=O)C2=CC=CC=C2 (1-Bromo-9,10-dihydropyrazolo[5,1-f][1,6]naphthyridin-7(8H)-yl)(phenyl)methanone sulphonium tetrakis(pentafluorophenyl)borate